C1(CCCC1)C=1C=C(C(=NC1)NC(C1=C(C=CC(=C1)[N+](=O)[O-])SC1=NN=NN1C)=O)C N-(5-cyclopentyl-3-methylpyridin-2-yl)-2-[(1-methyl-1H-1,2,3,4-tetrazol-5-yl)sulfanyl]-5-nitrobenzamide